1-{1-[(3R)-3-methyl-6-(4,4,4-trifluorobutoxy)-3,4-dihydro-2-naphthalenyl]ethyl}-3-azetidinecarboxylic acid C[C@H]1C(=CC2=CC=C(C=C2C1)OCCCC(F)(F)F)C(C)N1CC(C1)C(=O)O